C(#N)C1=NN(C(=C1)O)C1=CC=C(C(=O)O)C=C1 4-(3-cyano-5-hydroxy-1H-pyrazol-1-yl)benzoic acid